CC1=CC=CC(=N1)C1=C(C=NN1)C=1C=C2C=C(C=NC2=CC1)C(=O)OCC1CCNCC1 4-piperidylmethyl 6-[5-(6-methyl-2-pyridyl)-1H-pyrazol-4-yl]quinoline-3-carboxylate